5-((2,3-difluoro-6-methoxybenzyl)oxy)-6-methoxypyridin-3-amine FC1=C(COC=2C=C(C=NC2OC)N)C(=CC=C1F)OC